Methyl 6-chloro-3-[1-[6-methyl-2-(1-methylindazol-3-yl)-4-oxo-chromen-8-yl]ethylamino]pyridine-2-carboxylate ClC1=CC=C(C(=N1)C(=O)OC)NC(C)C=1C=C(C=C2C(C=C(OC12)C1=NN(C2=CC=CC=C12)C)=O)C